BrC1=NC=CN=C1C 2-bromo-3-methylpyrazine